C(C)N1C=NC(=C1C(=O)OC)CC Methyl 3,5-diethylimidazole-4-carboxylate